glutaric acid dibutyl ester C(CCC)OC(CCCC(=O)OCCCC)=O